C(=C)[C@@H]1CN(CCC1)C(=O)OC(C)(C)C tert-butyl (3R)-3-vinylpiperidine-1-carboxylate